N-[3-(5-fluoroquinazolin-7-yl)phenyl]prop-2-enamide FC1=C2C=NC=NC2=CC(=C1)C=1C=C(C=CC1)NC(C=C)=O